2,6-difluoro-N-[3-[1H-imidazol-4-ylmethyl(methyl)amino]phenyl]-N-isobutyl-benzamide FC1=C(C(=O)N(CC(C)C)C2=CC(=CC=C2)N(C)CC=2N=CNC2)C(=CC=C1)F